C(C1=CC=CC=C1)OC(=O)N1[C@H](CN(CC1)C1=NC(=NC=2[C@H]3NC[C@@H](CC21)C3)OC[C@H]3N(CCC3)C)CC#N (S)-2-(cyanomethyl)-4-((6S,9S)-2-(((S)-1-methylpyrrolidin-2-yl)methoxy)-6,7,8,9-tetrahydro-5H-6,9-methanopyrimido[4,5-c]azepin-4-yl)piperazine-1-carboxylic acid benzyl ester